N1CC(C1)C1=NN2C(=NC=CC2=N1)C=1OC=CC1 2-(azetidin-3-yl)-5-(furan-2-yl)-[1,2,4]triazolo[1,5-c]pyrimidin